potassium 3-(2,4-difluorophenyl)-2-methylpyrazolo[1,5-a]pyrimidin-7-carboxylate FC1=C(C=CC(=C1)F)C=1C(=NN2C1N=CC=C2C(=O)[O-])C.[K+]